nickel copper silicate [Si]([O-])([O-])([O-])[O-].[Cu+2].[Ni+2]